dibenzo[b,d]furan-4-ylphenylboronic acid C1=CC=C(C=2OC3=C(C21)C=CC=C3)C3=C(C=CC=C3)B(O)O